[S].SCC(C(=O)O)=O sulfhydryl-pyruvic acid sulfur